NC1=NC=NC2=C1C1=C(CNC(N3C1=CC=1C=CC(=CC31)Cl)=O)N2C(C)C 1-amino-11-chloro-5-isopropyl-6,7-dihydropyrimido[5'',4'':4',5']pyrrolo[2',3':5,6][1,3]diazepino[1,7-a]indol-8(5H)-one